FC1(CCC(CC1)[Zn]I)F (4,4-Difluorocyclohexyl)-iodo-zinc